6-methyl-spiro[5,6-dihydro-cyclopenta[b]thiophene-4,3'-azetidine]-3-carbonitrile CC1CC2(CNC2)C2=C1SC=C2C#N